CC(CCCCCCC)C(=O)Cl Nonane-2-carbonyl chloride